(R)-4-((1-(3-(difluoromethyl)-2-fluorophenyl)ethyl)amino)-N,N,2-trimethyl-7-(methylsulfonamido)pyrido[2,3-d]pyrimidine-6-carboxamide FC(C=1C(=C(C=CC1)[C@@H](C)NC=1C2=C(N=C(N1)C)N=C(C(=C2)C(=O)N(C)C)NS(=O)(=O)C)F)F